FC1=C2C(NC(=NC2=CC(=C1)OC[C@@H]1CNC[C@@H]1F)CSC1CCOCC1)=O 5-Fluoro-7-(((cis)-4-fluoropyrrolidin-3-yl)methoxy)-2-(((tetrahydro-2H-pyran-4-yl)thio)methyl)quinazolin-4(3H)-one